C(C)(C)(C)OC(=O)NC(C(=O)O)CC1(CCC1)C 2-(tert-butoxycarbonylamino)-3-(1-methylcyclobutyl)propionic acid